N1N=NC(=C1)CNC(=O)C1N2C3=C(C=CC=C3C1)CCCC2=O 4-oxo-1,2,4,5,6,7-hexahydro-azepino[3,2,1-hi]indole-2-carboxylic acid (1H-[1,2,3]triazol-4-ylmethyl)-amide